[Si](C1=CC=CC=C1)(C1=CC=CC=C1)(C(C)(C)C)OC[C@H]1N(CCC(CC1)O)C(=O)OC(C)(C)C tert-butyl (2S)-2-(((tert-butyldiphenylsilyl)oxy)methyl)-5-hydroxyazepane-1-carboxylate